(3R)-3-{[10-cyclopropyl-2-(3-fluorophenyl)[1,2,4]triazolo[1,5-c]quinazolin-5-yl]amino}azepin-2-one C1(CC1)C=1C=2C=3N(C(=NC2C=CC1)NC=1C(N=CC=CC1)=O)N=C(N3)C3=CC(=CC=C3)F